C(C)OC(=O)C=1C(N(C(NC1)=O)C=1C=NN(C1)C)=O 3-(1-methyl-1H-pyrazol-4-yl)-2,4-dioxo-1,2,3,4-tetrahydropyrimidine-5-carboxylic acid ethyl ester